(R)-2-(1-benzyl-4-methoxy-3-methyl-2-oxoindol-3-yl)acetic acid C(C1=CC=CC=C1)N1C([C@](C2=C(C=CC=C12)OC)(C)CC(=O)O)=O